CC1(C(CC2=CC=CC=C12)NC=1C=CC(=NC1)C(C(F)(F)F)N(C(C(C)(C)C)=O)C)C N-(1-(5-((1,1-Dimethyl-2,3-dihydro-1H-inden-2-yl)amino)pyridin-2-yl)-2,2,2-trifluoroethyl)-N-methylpivalamide